9-(4-(fluoromethyl)tetrahydro-2H-pyran-4-yl)-7-methyl-2-((7-methyl-[1,2,4]triazolo[1,5-a]pyridin-6-yl)amino)-7,9-dihydro-8H-purin-8-one FCC1(CCOCC1)N1C2=NC(=NC=C2N(C1=O)C)NC=1C(=CC=2N(C1)N=CN2)C